CNCCC[Si](OCC)(OCC)OCC N-methyl-3-(triethoxysilyl)propane-1-amine